COC1=NC(=NC(=N1)OC)NC(=O)NS(=O)(=O)C1=C(C=CC=C1)OCCOC N-[[(4,6-dimethoxy-1,3,5-triazin-2-yl)amino]carbonyl]-2-(2-methoxyethoxy)-benzenesulfonamide